3-methyl-4-((4-(7-methyl-[1,2,4]triazolo[1,5-a]pyridin-6-yl)piperidin-1-yl)sulfonyl)isoxazole CC1=NOC=C1S(=O)(=O)N1CCC(CC1)C=1C(=CC=2N(C1)N=CN2)C